FC(C1=C(CN2N=CC(=C2C)NC(=O)C2=NOC(=C2)C2=NC=CC=C2)C=CC(=C1)C(F)(F)F)(F)F N-(1-(2,4-bis(trifluoromethyl)benzyl)-5-methyl-1H-pyrazol-4-yl)-5-(pyridin-2-yl)isoxazole-3-carboxamide